methyl-(hydroxybenzyl)diphenyl-Methyl-(hydroxybenzyl)silane ethyl-6-bromo-4-fluoro-1-oxo-indane-2-carboxylate C(C)OC(=O)C1C(C2=CC(=CC(=C2C1)F)Br)=O.CC([Si](C(C1=CC=CC=C1)O)(C1=CC=CC=C1)C1=CC=CC=C1)C(C1=CC=CC=C1)O